(2-(trifluoromethyl)-5,6,7,8-tetrahydrobenzo[c]imidazo[1,2-a]azocin-10-yl)methanamine FC(C=1N=C2N(CCCCC3=C2C=CC(=C3)CN)C1)(F)F